C(#N)C(C)C=1N(C=CN1)C 1-cyanoethyl-1-methylimidazole